ClC=1C(=C(C2=C(CN3[C@@H](CO2)CN(CC3)C(=O)OC(C)(C)C)C1)F)C1=C(C=CC=C1O)Cl tert-butyl (12aR)-8-chloro-9-(2-chloro-6-hydroxyphenyl)-10-fluoro-3,4,12,12a-tetrahydro-6H-pyrazino[2,1-c][1,4]benzoxazepine-2(1H)-carboxylate